C(C)(C)(C)N(C(O)=O)[C@H](C)C1=C(C=C2C=C(N(C2=C1)S(=O)(=O)C1=CC=CC=C1)C=O)F.FCCOC1=CC=C2C=C(N=CC2=C1)N1C=C2C=CC=CC2=C1 7-(2-fluoroethoxy)-3-(2H-isoindol-2-yl)isoquinoline tert-butyl-(R)-(1-(5-fluoro-2-formyl-1-(phenylsulfonyl)-1H-indol-6-yl)ethyl)carbamate